4-(2-hydroxyethylsulfonamido)-2-(6-azaspiro[2.5]octan-6-yl)-N-(8-(1-(2,2,2-trifluoroethyl)piperidin-4-yl)-1,7-naphthyridin-6-yl)benzamide OCCS(=O)(=O)NC1=CC(=C(C(=O)NC=2C=C3C=CC=NC3=C(N2)C2CCN(CC2)CC(F)(F)F)C=C1)N1CCC2(CC2)CC1